C1(CCCCC1)C#CC=1C=CC(=C(C1)NC(=O)C1=CNC(C=C1C(F)(F)F)=O)N1C[C@@H](N(CC1)CCF)C (S)-N-(5-(cyclohexylethynyl)-2-(4-(2-fluoroethyl)-3-methylpiperazin-1-yl)phenyl)-6-oxo-4-(trifluoromethyl)-1,6-dihydropyridine-3-carboxamide